2-hydroxy-4-hydroxyethylaminotoluene OC1=C(C)C=CC(=C1)NCCO